Tert-butyl 4-bromo-2-chlorobenzylcarbamate BrC1=CC(=C(CNC(OC(C)(C)C)=O)C=C1)Cl